CC1=C(C(=O)NC=2SC(=NN2)CC2=C(C=CC=C2)C)C=CC=N1 2-methyl-N-(5-(2-methylbenzyl)-1,3,4-thiadiazol-2-yl)nicotinamide